FC1=CC(=CC2=C1OC(C(O2)([2H])[2H])([2H])[2H])O[C@@H]2C[C@H](N(CC2)C=2C(=CC=1N(N2)C(C=CN1)=O)C)C 7-((2R,4S)-4-((8-fluoro-2,3-dihydrobenzo[b][1,4]dioxin-6-yl-2,2,3,3-d4)oxy)-2-methylpiperidin-1-yl)-8-methyl-4H-pyrimido[1,2-b]pyridazin-4-one